2-((3S,5R)-5-(2,3-dichloro-6-hydroxyphenyl)pyrrolidin-3-yl)-1-((R)-2-(hydroxymethyl)azetidin-1-yl)ethan-1-one ClC1=C(C(=CC=C1Cl)O)[C@H]1C[C@H](CN1)CC(=O)N1[C@H](CC1)CO